l-2-((2-ethyl-6-(2-((1-(1-hydroxycyclopropane-1-carbonyl)azetidin-3-yl)amino)pyrimidin-5-yl)imidazo[1,2-a]pyridin-3-yl)(methyl)amino)-4-(4-fluorophenyl)thiazole-5-carbonitrile C(C)C=1N=C2N(C=C(C=C2)C=2C=NC(=NC2)NC2CN(C2)C(=O)C2(CC2)O)C1N(C=1SC(=C(N1)C1=CC=C(C=C1)F)C#N)C